FC1=CC(=C(C=C1)NC1=C(C(=O)NC2=C(N=NC=C2)C)C=C(C=C1)C(F)(F)F)C 2-((4-fluoro-2-methylphenyl)amino)-N-(3-methylpyridazin-4-yl)-5-(trifluoromethyl)benzamide